(1R,3S)-3-[5-(5-bromo-2-methylpyrazole-3-amido)-2H-pyrazol-3-yl]cyclopentyl N-isopropylcarbamate C(C)(C)NC(O[C@H]1C[C@H](CC1)C=1NN=C(C1)NC(=O)C=1N(N=C(C1)Br)C)=O